3-(o-nitrophenyl)propionamide [N+](=O)([O-])C1=C(C=CC=C1)CCC(=O)N